(R)-3-((tert-butoxycarbonyl)amino)-4-(2,4,5-trifluorophenyl)butanoic acid C(C)(C)(C)OC(=O)N[C@@H](CC(=O)O)CC1=C(C=C(C(=C1)F)F)F